C(CCCCCCCC)(=O)C([C@](O)([C@@H](O)[C@H](O)COC(CCCCCCCC)=O)C(CCCCCCCC)=O)O 1,2,5-O-trisnonoyl-xylitol